1,2,11,12-dodecane-tetracarboxylic acid C(C(CCCCCCCCC(CC(=O)O)C(=O)O)C(=O)O)C(=O)O